4-chloro-1-(2-methoxy-4-methylphenyl)-5-methylphthalazine ClC1=NN=C(C2=CC=CC(=C12)C)C1=C(C=C(C=C1)C)OC